[Fe]=[Se].[Ni] nickel-iron-selenide